propane-2-13C C[13CH2]C